[C@H]12CN(C[C@H](CC1)N2)C2=NC(=NC1=CC(=C3C(=C21)OC=C3)C3=CC(=CC=2CCCC(C32)C)O)OC[C@]32CCCN2C[C@@H](C3)F 4-(9-((1R,5S)-3,8-diazabicyclo[3.2.1]octan-3-yl)-7-(((2R,7aS)-2-fluorotetrahydro-1H-pyrrolizin-7a(5H)-yl)methoxy)furo[2,3-f]quinazolin-4-yl)-5-methyl-5,6,7,8-tetrahydronaphthalen-2-ol